methyl 3-(3-(cyanomethyl)phenyl)cyclobutane-1-carboxylate C(#N)CC=1C=C(C=CC1)C1CC(C1)C(=O)OC